1,1-dioxathiolane-3-carboxylic acid O1SC(CC1)C(=O)O